3-(3-oxo-6-(piperazin-1-yl)pyrrolo[3,4-b]indole-2(1H,3H,4H)-yl)piperidine-2,6-dione trifluoroacetate salt FC(C(=O)O)(F)F.O=C1N(CC2=C1NC=1C=C(C=CC21)N2CCNCC2)C2C(NC(CC2)=O)=O